(R)-6-(2-(3-bromophenyl)-2-hydroxyacetyl)-2-(1-(5-cyclohexylpyridin-3-yl)cyclopropyl)-3,5,6,7,8,9-hexahydro-4H-pyrimido[5,4-c]azepin-4-one BrC=1C=C(C=CC1)[C@H](C(=O)N1CC2=C(CCC1)N=C(NC2=O)C2(CC2)C=2C=NC=C(C2)C2CCCCC2)O